N-((1R,5S,8s)-3-(5-(6-(3-cyanopyrrolo[1,2-b]pyridazin-7-yl)-4-(isopropylamino)pyridin-3-yl)-1,3,4-thiadiazol-2-yl)-8-methyl-3-azabicyclo[3.2.1]octan-8-yl)acetamide C(#N)C1=CC=2N(N=C1)C(=CC2)C2=CC(=C(C=N2)C2=NN=C(S2)N2C[C@H]1CC[C@@H](C2)C1(C)NC(C)=O)NC(C)C